(3-((benzyloxy)methyl)-4-ethyl-5-oxo-4,5-dihydro-1H-1,2,4-triazol-1-yl)-6-(2-chloro-6-fluorophenyl)-3-fluoro-8-(prop-1-en-2-yl)-1,6-naphthyridin-5(6H)-one C(C1=CC=CC=C1)OCC1=NN(C(N1CC)=O)C1=NC=2C(=CN(C(C2C=C1F)=O)C1=C(C=CC=C1F)Cl)C(=C)C